tert-butyl (3-(4-(2-(4-((2-(2-oxa-6-azaspiro[3.3]heptan-6-yl)pyrimidin-5-yl)methoxy)phenyl)propan-2-yl)phenoxy)cyclobutyl)carbamate C1OCC12CN(C2)C2=NC=C(C=N2)COC2=CC=C(C=C2)C(C)(C)C2=CC=C(OC1CC(C1)NC(OC(C)(C)C)=O)C=C2